2-hydroxymethyl-1,4-butanediol OCC(CO)CCO